CN1N=CC(=C1)C(=O)NC1=C(C=CC=C1)C1=C(C(=CC=C1)C(F)(F)F)C(F)(F)F 1-methyl-3'-(trifluoromethyl)-N-[2'-(trifluoromethyl)biphenyl-2-yl]-1H-pyrazole-4-carboxamide